ClC1=NC=CC2=C1N(C=N2)CC2=CC=C(C=C2)OC 4-chloro-3-(4-methoxybenzyl)-3H-imidazo[4,5-c]pyridine